2-((1-(2-(1-acetylpiperidin-4-yl)-7-methyl-4-oxo-4H-pyrido[1,2-a]pyrimidin-9-yl)ethyl)amino)benzoic acid C(C)(=O)N1CCC(CC1)C=1N=C2N(C(C1)=O)C=C(C=C2C(C)NC2=C(C(=O)O)C=CC=C2)C